11-[4-(1-adamantyl)-2,3-difluoro-phenoxy]undecan-1-ol C12(CC3CC(CC(C1)C3)C2)C2=C(C(=C(OCCCCCCCCCCCO)C=C2)F)F